ClC1=C(C=CC=C1C1=CC=C2C(=NN(C2=C1)C)CC1=NN(C=C1)C)C1C(NC(CC1)=O)=O 3-(2-chloro-3-(1-methyl-3-((1-methyl-1H-pyrazol-3-yl)methyl)-1H-indazol-6-yl)phenyl)piperidine-2,6-dione